N-(5-((6-((R)-3-(2-chloro-3,6-difluorophenyl)isoxazolidine-2-yl)pyrimidine-4-yl)amino)-2-(4-cyclopropylpiperazine-1-yl)-4-methoxyphenyl)acrylamide ClC1=C(C(=CC=C1F)F)[C@@H]1N(OCC1)C1=CC(=NC=N1)NC=1C(=CC(=C(C1)NC(C=C)=O)N1CCN(CC1)C1CC1)OC